diisopropyldithiophosphoric acid phosphorus [P].C(C)(C)OP(S)(OC(C)C)=S